O=C1NC2=C(C3=CC=CC=C13)N(C1=CC3=C(C=C12)OCO3)CC3=CC=C(C(=O)NNCCC)C=C3 4-((5-oxo-5,6-dihydro-12H-[1,3]dioxolo[4',5':5,6]indolo[3,2-c]isoquinolin-12-yl)methyl)-N'-propylbenzoyl-hydrazine